(5-amino-2-methylpyridin-3-yl)-2-(1-(2-hydroxyethyl)-1H-pyrazol-4-yl)pyrazolo[5,1-b]thiazole-7-carboxamide NC=1C=C(C(=NC1)C)C=1N2C(SC1C=1C=NN(C1)CCO)=C(C=N2)C(=O)N